BrC1=CC(=C(C2=CC=CC=C12)I)O 4-bromo-1-iodo-naphthalene-2-ol